C(C)(C)N(P(OC1COC(C1OC)N1C(NC(C=C1)=O)=O)OCCC#N)C(C)C 5-(2,4-dioxo-3,4-dihydropyrimidin-1(2H)-yl)-4-methoxytetrahydrofuran-3-yl (2-cyanoethyl) diisopropylphosphoramidite